C(C)(C)(C)OC(=O)N1CCN(CC1)C1=NC=C(C=C1)CCI 4-(5-(2-iodoethyl)pyridin-2-yl)piperazine-1-carboxylic acid tert-butyl ester